O=C1C=2C=CC=CC2C(=C2C(C3=CC=CC=C3C(=C12)OC(=O)OCC)=O)OC(=O)OCC 5,11-dioxo-6,12-bis(ethoxycarbonyloxy)naphthacene